C(C)(CC)N[SiH](C)NC(C)CC bis(sec-butylamino)-methylsilane